5-((5-(3-(5-ethyloxazol-2-yl)cyclopentyl)-1H-pyrazol-3-yl)amino)-1-(4-methoxybenzyl)-1,3-dihydrobenzo[c]isothiazole 2,2-dioxide C(C)C1=CN=C(O1)C1CC(CC1)C1=CC(=NN1)NC1=CC2=C(N(S(C2)(=O)=O)CC2=CC=C(C=C2)OC)C=C1